N-(4-((7-(2-(benzyloxy)ethoxy)-6-methoxyquinazolin-4-yl)oxy)phenyl)-2-(4-isopropyl-1H-1,2,3-triazol-1-yl)acetamide C(C1=CC=CC=C1)OCCOC1=C(C=C2C(=NC=NC2=C1)OC1=CC=C(C=C1)NC(CN1N=NC(=C1)C(C)C)=O)OC